2-[4-[6-[5-(5-chloro-2-fluoro-phenyl)-1H-triazol-4-yl]-3-quinolyl]pyrazol-1-yl]-N-methyl-ethanamine ClC=1C=CC(=C(C1)C1=C(N=NN1)C=1C=C2C=C(C=NC2=CC1)C=1C=NN(C1)CCNC)F